(R)-2-amino-4-(4-(((R)-1-(2-aminopyridin-3-yl)ethyl)(methyl)amino)-6-chloro-8-fluoro-2-(6-methyl-2,6-diazaspiro[3.4]octan-2-yl)quinazolin-7-yl)-7-fluorobenzo[b]thiophene-3-carbonitrile NC1=C(C2=C(S1)C(=CC=C2C2=C(C=C1C(=NC(=NC1=C2F)N2CC1(C2)CN(CC1)C)N(C)[C@H](C)C=1C(=NC=CC1)N)Cl)F)C#N